FC=1C(=CC(=C(N)C1)I)OC(F)(F)F 5-fluoro-2-iodo-4-(trifluoromethoxy)aniline